C(C1=CC=CC=C1)(C1=CC=CC=C1)N1C=CC2=C(C=C(C=C12)C1=CN(C=2C(NC=CC21)=O)C)NS(=O)(=O)CC N-(1-benzhydryl-6-(1-methyl-7-oxo-6,7-dihydro-1H-pyrrolo[2,3-c]pyridin-3-yl)-1H-indol-4-yl)ethanesulfonamide